C(C1=CC=CC=C1)OC=1C(=CC2=C(N(CC(N(S2(=O)=O)C)C2CCCCC2)C2=CC=CC=C2)C1)C=1C=CC(=C(C(=O)O)C1)F 5-(7-(benzyloxy)-3-cyclohexyl-2-methyl-1,1-dioxido-5-phenyl-2,3,4,5-tetrahydrobenzo[f][1,2,5]thiadiazepin-8-yl)-2-fluorobenzoic acid